F[C@@]1([C@@H](C1)C(=O)OC)COC1=CC(=CC(=C1)[N+](=O)[O-])OC cis-methyl 2-fluoro-2-((3-methoxy-5-nitrophenoxy) methyl)-cyclopropanecarboxylate